[Mn](=O)(=O)(=O)[O-].[Sn+4].[Mn](=O)(=O)(=O)[O-].[Mn](=O)(=O)(=O)[O-].[Mn](=O)(=O)(=O)[O-] tin permanganate